3,3-dimethyl-2-phenylbutan-2-ol CC(C(C)(O)C1=CC=CC=C1)(C)C